COC=1C=C2C3(C(NC2=CC1)=O)CC3 5'-methoxyspiro(cyclopropane-1,3'-indol)-2'(1'H)-one